C(C)(C)[C@H]1CC[C@H](CC1)N1CCC(CC1)N1C(=CC2=CC=CC=C12)CNS(=O)(=O)C N-((1-(1-(cis-4-isopropylcyclohexyl)piperidin-4-yl)-1H-indole-2-yl)methyl)methane-sulfonamide